(R)-N-(3-cyclopropyl-1-(4-(2-methoxyethoxy)-6-(tetrahydrofuran-3-yl)pyridin-2-yl)-1H-pyrazolo[4,3-c]pyridin-6-yl)acetamide C1(CC1)C1=NN(C2=C1C=NC(=C2)NC(C)=O)C2=NC(=CC(=C2)OCCOC)[C@@H]2COCC2